FC(C1=C(C=CC(=C1)C(F)(F)F)CC(=O)N(CC=1OC(=NN1)C=1C=NC(=NC1)C1CN(CC1)S(=O)(=O)C)C1=CC=C(C=C1)F)(F)F 2-[2,4-bis(trifluoromethyl)phenyl]-N-(4-fluorophenyl)-N-[(5-{2-[1-(methyldioxo-λ6-sulfanyl)tetrahydro-1H-pyrrol-3-yl]pyrimidin-5-yl}-1,3,4-oxadiazol-2-yl)methyl]acetamide